C1OCC12CN(C2)C=2C=C(C=CC2)C(=O)C2=CC(=C(C=C2)OC)OC (3-(2-oxa-6-azaspiro[3.3]heptan-6-yl)phenyl)(3,4-dimethoxyphenyl)methanone